O1C(CCCC1)CNC(C)=O N-((tetrahydro-2H-pyran-2-yl)methyl)acetamide